C(C)(C)(C)C1N(CCN(C1)C1CCNCC1)C(=O)O tert-Butyl-4-(4-piperidyl)piperazine-1-carboxylic acid